4-(4-Fluorophenyl)-2-methoxy-6-(pyridin-2-yl)pyridine-3-carbonitrile FC1=CC=C(C=C1)C1=C(C(=NC(=C1)C1=NC=CC=C1)OC)C#N